titanium tetrakis(methylethylphosphinate) CP([O-])(=O)CC.CP([O-])(=O)CC.CP([O-])(=O)CC.CP([O-])(=O)CC.[Ti+4]